tert-butyl-3-({8-carbamoyl-6-chloropyrido[3,2-d]pyrimidin-4-yl}amino)-3-phenylpiperidine C(C)(C)(C)N1CC(CCC1)(C1=CC=CC=C1)NC=1C2=C(N=CN1)C(=CC(=N2)Cl)C(N)=O